1,1'-(cyclopentane-1,1-diylbis(ethane-2,1-diyl))bis(1-ethylpyrrolidine-1-ium) hydroxide [OH-].C1(CCCC1)(CC[N+]1(CCCC1)CC)CC[N+]1(CCCC1)CC.[OH-]